5-chloro-N-[(1S)-4,4-difluoro-1-[2-(methylamino)-2-oxo-acetyl]pentyl]-2-(2-methylpropanoylamino)benzamide ClC=1C=CC(=C(C(=O)N[C@@H](CCC(C)(F)F)C(C(=O)NC)=O)C1)NC(C(C)C)=O